FC=1C=C2C(=CNC2=CC1)CCCC(=O)N 4-(5-fluoro-1H-indol-3-yl)butyramide